6-bromo-1H-indazol-3-amine BrC1=CC=C2C(=NNC2=C1)N